BrCCCOC=1C(=C2CN(CC2=CC1OC)C(CCC(=O)OCC)=O)F ethyl 4-(5-(3-bromopropyloxy)-4-fluoro-6-methoxyisoindolin-2-yl)-4-oxobutyrate